Nonadecan-10-yl ((R)-(((2R,3S,5R)-5-(6-amino-2-fluoro-9H-purin-9-yl)-2-ethynyl-3-hydroxytetrahydrofuran-2-yl) methoxy)(phenoxy)phosphoryl)-L-phenylalaninate NC1=C2N=CN(C2=NC(=N1)F)[C@H]1C[C@@H]([C@@](O1)(C#C)CO[P@@](=O)(OC1=CC=CC=C1)N[C@@H](CC1=CC=CC=C1)C(=O)OC(CCCCCCCCC)CCCCCCCCC)O